C1(=CC=CC2=CC=CC=C12)COC1=CC=C(C2=C1OCO2)CN[C@H](C(=O)N)C (S)-2-{[7-(naphthalen-1-ylmethoxy)benzo[d][1,3]dioxol-4-yl]methylamino}propanamide